C1(CC1)N1N=CC(=C1)[C@H]1C=C(CCO1)C1=NC2=NC(=C(N=C2C(=N1)C1=C(C=C(C=C1F)F)F)C)C 2-[(6R)-6-(1-cyclopropylpyrazol-4-yl)-3,6-dihydro-2H-pyran-4-yl]-6,7-dimethyl-4-(2,4,6-trifluorophenyl)pteridine